FC=1C=CC(=C(C1)[C@@H](C)N)O (R)-1-(5-fluoro-2-hydroxyphenyl)ethan-1-amine